ClC1=CN=NC2=CC=C(C=C12)Br 4-Chloro-6-bromocinnoline